4-(5-acetyl-8-methoxyquinolin-7-yl)-N-ethyl-6-methyl-7-oxo-6,7-dihydro-1H-pyrrolo[2,3-c]pyridine-2-carboxamide C(C)(=O)C1=C2C=CC=NC2=C(C(=C1)C=1C2=C(C(N(C1)C)=O)NC(=C2)C(=O)NCC)OC